OC1=C(C=C(C=C1CC1C(=CC=C(C1)CO)O)CO)CO (4-hydroxy-5-((2-hydroxy-5-(hydroxymethyl)cyclohexane-2,4-dien-1-yl)methyl)-1,3-phenylene)dimethanol